NCCCCCCN1N=CC(=C1)C1CN(CC=C1)C(=O)[O-] 3-(1-(6-aminohexyl)-1H-pyrazol-4-yl)-3,6-dihydropyridine-1(2H)-carboxylate